(7-chloroquinolin-4-yl)-N1-ethyl-N1-(2-chloroethyl)pentane-1,4-diamine ClC1=CC=C2C(=CC=NC2=C1)C(CCC(C)N)N(CCCl)CC